N-(5-(3,5-dimethoxyphenethyl)-1H-pyrazol-3-yl)-4-((3R,5S)-4-(4-(2,6-dioxopiperidin-3-yl)benzyl)-3,5-dimethylpiperazin-1-yl)benzamide COC=1C=C(CCC2=CC(=NN2)NC(C2=CC=C(C=C2)N2C[C@H](N([C@H](C2)C)CC2=CC=C(C=C2)C2C(NC(CC2)=O)=O)C)=O)C=C(C1)OC